FC=1C=C2C(=NC=NC2=CC1)N1CC=2C=C(C=NC2CC1)N1CC(OCC1)C1=NC=CC=C1 4-(6-(6-fluoroquinazolin-4-yl)-5,6,7,8-tetrahydro-1,6-naphthyridin-3-yl)-2-(pyridin-2-yl)morpholine